1-(2-isopropylpyridin-3-yl)-3,5-dimethyl-5,6,7,8-tetrahydroimidazo[1,5-a]pyrazine C(C)(C)C1=NC=CC=C1C=1N=C(N2C1CNCC2C)C